CC1(OB(OC1(C)C)C1=CC(=CC=C1)C1=CC=2C3(C4=CC=CC=C4C2C=C1)CCCCC3)C 4,4,5,5-tetramethyl-2-(3-(spiro[cyclohexane-1,9'-fluoren]-2'-yl)phenyl)-1,3,2-dioxaborolan